ClC=1C=CC(=C(C1)O)C1=C2C(=C(N=N1)N[C@@H]1C[C@@H](CCC1)O)C=NC=C2 5-chloro-2-[4-[[(1s,3r)-3-hydroxycyclohexyl]amino]pyrido[3,4-d]pyridazin-1-yl]phenol